2-((2-(4-((6-(ethoxymethyl)-9,9-dimethyl-9,10-dihydroacridin-2-yl)methyl)piperazin-1-yl)ethyl)(methyl)amino)ethan-1-ol C(C)OCC=1C=C2NC=3C=CC(=CC3C(C2=CC1)(C)C)CN1CCN(CC1)CCN(CCO)C